OC(C(=O)N[C@@H](CO)[C@@H](CCCCCCCCCCCCC)O)CCCCCCCCCCCCCC (2S,3R)-2-(2-hydroxyhexadecanoyl)aminohexadecane-1,3-diol